OC1=C(OC2=CC=C(C=C2C1=O)C(=O)O)C1=CC=C(C=C1)C(=O)O 3-hydroxy-6,4'-flavonedicarboxylic acid